CNC1=CC=CC=C1 N-methyl-aniline